BrC=1SC=C(N1)C(=O)OC([C@@H](N)CO[Si](C)(C)C(C)(C)C)=O (2-bromothiazole-4-carbonyl)-O-(tert-butyldimethylsilyl)-Z-serinate